phosphoric acid thioester S1OP(O1)(O)=O